ClC1=CC=C(C=C1)[C@H](CN(C)C)NS(=O)(=O)C1=CC=C(C=C1)OC(F)(F)F (R)-N-(1-(4-chlorophenyl)-2-(dimethylamino)ethyl)-4-(trifluoromethoxy)benzenesulfonamide